N-(4-methoxy-3H-imidazo[4,5-c]pyridin-2-yl)-5-(1-methylpiperidin-4-yl)-1,3,4-oxadiazol-2-amine COC1=NC=CC2=C1NC(=N2)NC=2OC(=NN2)C2CCN(CC2)C